N-Methylindol CN1C=CC2=CC=CC=C12